6'-((3R,4R)-3-fluorotetrahydro-2H-pyran-4-yl)-1,2'-dimethyl-5',6'-dihydro-7'H-spiro[azetidine-3,8'-pyrido[4,3-d]pyrimidin]-7'-one F[C@H]1COCC[C@H]1N1CC2=C(N=C(N=C2)C)C2(C1=O)CN(C2)C